2-2-ethylhexylsulfonate CCC(CS(=O)(=O)[O-])CCCC